N-(((9H-fluoren-9-yl)methoxy)carbonyl)-N-(3-oxo-3-(tritylamino)propyl)glycine C1=CC=CC=2C3=CC=CC=C3C(C12)COC(=O)N(CC(=O)O)CCC(NC(C1=CC=CC=C1)(C1=CC=CC=C1)C1=CC=CC=C1)=O